N-(2-hydroxy-3-(piperidin-1-yl)propoxy)-3-methylisoxazole OC(CON1OC=CC1C)CN1CCCCC1